N1N=CC(=C1)C1=CC=C(C=C1)NC1=NC(=NC=C1)C1=CC=C2C=C(NC2=C1)C(=O)N(C1COCC1)C 6-(4-((4-(1H-pyrazol-4-yl)phenyl)amino)pyrimidin-2-yl)-N-methyl-N-(tetrahydrofuran-3-yl)-1H-indole-2-carboxamide